C(C)OC(=O)N1CC=2N(CC1)C(=NN2)C#CC2=CC(=CC=C2)Cl 3-[2-(3-Chlorophenyl)ethynyl]-6,8-dihydro-5H-[1,2,4]triazolo[4,3-a]pyrazine-7-carboxylic acid ethyl ester